(2S,3R,4R)-1-acetyl-4-((4-cyano-3-fluorophenyl)amino)-2-cyclopropyl-3-methyl-1,2,3,4-tetrahydroquinoline-6-carboxylic acid C(C)(=O)N1[C@H]([C@@H]([C@H](C2=CC(=CC=C12)C(=O)O)NC1=CC(=C(C=C1)C#N)F)C)C1CC1